COC1=C(C=CC(=C1)OC)C1=CC(=C2C(=N1)N=C(N2)C)C(=O)O 5-(2,4-dimethoxyphenyl)-2-methyl-1H-imidazo[4,5-b]pyridine-7-carboxylic acid